C(#C)C1=CC=C(C(=N1)C)C1=C(C2=C(N=CN=C2C)N1C)C1=CC(=C(OC2=NC=CC(=N2)C)C=C1)F 4-[6-(6-ethynyl-2-methylpyridin-3-yl)-4,7-dimethyl-7H-pyrrolo[2,3-d]pyrimidin-5-yl]-2-fluorophenoxyl-4-methylpyrimidine